C1(CC1)C=1C(=C2C(C(N(C2=C(C1)F)CC(=O)N[C@@H]([C@@H](CC(=O)O)C(F)(F)F)C)=O)(C)C)F (3r,4r)-4-[2-(5-cyclopropyl-4,7-difluoro-3,3-dimethyl-2-oxoindol-1-yl)acetamido]-3-(trifluoromethyl)pentanoic acid